C(#N)[C@H]1[C@@H](COCC1)N1N=C(C(=C1)C(=O)N)NC=1C=C(C2=C(C=CB(O2)O)C1)F 1-[trans-4-cyanotetrahydro-2H-pyran-3-yl]-3-[(8-fluoro-2-hydroxy-1,2-benzoxaborinin-6-yl)amino]pyrazole-4-carboxamide